COC1CC(CCC1OC)(C(=O)N)NC(CCN1C=NC(=C1)C)=O 3,4-dimethoxy-1-(3-(4-methyl-1H-imidazol-1-yl)propanamido)cyclohexane-1-carboxamide